(1,2-phenylenebis(oxy))bis(benzaldehyde) C1(=C(C=CC=C1)OC1=C(C=O)C=CC=C1)OC1=C(C=O)C=CC=C1